4-(3-ethyl-4-((4-fluorobenzyl)amino)-1-methyl-1H-pyrazolo[3,4-d]pyrimidin-6-yl)benzoic acid C(C)C1=NN(C2=NC(=NC(=C21)NCC2=CC=C(C=C2)F)C2=CC=C(C(=O)O)C=C2)C